CC1NCC(C2C1=CC=C2C#N)C 1,4-dimethyl-2,3,4,4a-tetrahydro-1H-cyclopenta[c]pyridine-5-carbonitrile